1-Propyl-4-phenyl-benzene tert-Butyl-(4R)-4-[[3-(2,6-dibenzyloxy-3-pyridyl)-1-methyl-indazol-6-yl]amino]-3,3-difluoro-piperidine-1-carboxylate C(C)(C)(C)OC(=O)N1CC([C@@H](CC1)NC1=CC=C2C(=NN(C2=C1)C)C=1C(=NC(=CC1)OCC1=CC=CC=C1)OCC1=CC=CC=C1)(F)F.C(CC)C1=CC=C(C=C1)C1=CC=CC=C1